NCC1(CCN(CC1)C=1C(NC2=C(N1)NN=C2C2=C(C(=CC=C2)Cl)Cl)=O)C 6-(4-(aminomethyl)-4-methylpiperidin-1-yl)-3-(2,3-dichlorophenyl)-1,4-dihydro-5H-pyrazolo[3,4-b]pyrazin-5-one